N2-(3-Bromo-1H-indazol-5-yl)-5-fluoro-N4-(1-(methylsulfonyl)piperidin-4-yl)pyrimidine-2,4-diamine BrC1=NNC2=CC=C(C=C12)NC1=NC=C(C(=N1)NC1CCN(CC1)S(=O)(=O)C)F